FC(C(F)(F)F)(C1=CC(=NC=N1)O)F 6-(pentafluoroethyl)pyrimidin-4-ol